[Cl-].C(C(=C)C)(=O)CC[N+](C)(C)C (2-(methacryloyl)ethyl)trimethylammonium chloride